ONC(=O)C12CN(CC(CC1)N2S(=O)(=O)N2CCC(CC2)OC2=CC=NC=C2)C(=O)OCCOC 2-methoxyethyl 1-(hydroxy-carbamoyl)-8-((4-(pyridin-4-yloxy)-piperidin-1-yl)-sulfonyl)-3,8-diazabicyclo-[3.2.1]octane-3-carboxylate